9-oxo-10(9H)-acridineacetic acid O=C1C2=CC=CC=C2N(C=2C=CC=CC12)CC(=O)O